Tin (S)-1'-(5-((2-methoxypyridin-3-yl)thio)-1H-imidazo[4,5-b]pyrazin-2-yl)-1,3-dihydrospiro[indene-2,4'-piperidin]-1-amine COC1=NC=CC=C1SC=1N=C2C(=NC1)NC(=N2)N2CCC1(CC2)[C@@H](C2=CC=CC=C2C1)N.[Sn]